(R)-N-(5-((6-(3-(3'-cyano-[1,1'-biphenyl]-3-yl)-isoxazolidin-2-yl)-pyrimidin-4-yl)-amino)-4-methoxy-2-(4-methylpiperazin-1-yl)phenyl)-acrylamide C(#N)C=1C=C(C=CC1)C1=CC(=CC=C1)[C@@H]1N(OCC1)C1=CC(=NC=N1)NC=1C(=CC(=C(C1)NC(C=C)=O)N1CCN(CC1)C)OC